1-(4-chlorophenyl)-4-(((4-methoxyphenyl)sulfonyl)methyl)-4-methyl-3-methylenepyrrolidin-2-one ClC1=CC=C(C=C1)N1C(C(C(C1)(C)CS(=O)(=O)C1=CC=C(C=C1)OC)=C)=O